3-Bromo-4-(trifluoro-methyl)-pyridine BrC=1C=NC=CC1C(F)(F)F